O[C@@H](CC(=O)SCCNC(CCNC([C@@H](C(COP(OP(OC[C@@H]1[C@H]([C@H]([C@@H](O1)N1C=NC=2C(N)=NC=NC12)O)OP(=O)(O)O)(=O)O)(=O)O)(C)C)O)=O)=O)CCC R-3-hydroxyhexanoyl-CoA